O1COC2=C1C=CC(=C2)CNC(=O)N 1,3-Benzodioxol-5-ylmethylurea